N-(5-(3-fluorobenzyl)thiazol-2-yl)-1-methyl-6-oxopiperidine-3-carboxamide FC=1C=C(CC2=CN=C(S2)NC(=O)C2CN(C(CC2)=O)C)C=CC1